N-(5-(((3-(4-chlorophenyl)-1,2,4-oxadiazol-5-yl)methyl)thio)-1,3,4-thiadiazol-2-yl)-2-fluorobenzamide ClC1=CC=C(C=C1)C1=NOC(=N1)CSC1=NN=C(S1)NC(C1=C(C=CC=C1)F)=O